S(=O)(=O)(C1=CC=CC=2C(N(C)C)=CC=CC12)NCCCCCN dansyl-cadaverine